NC1=CC=C(C=C1)C=CC1=CC=C(C=C1)[N+](=O)[O-] 4-amino-4'-nitrostilbene